Methyl 4-amino-3-cyclopropoxy-5-((thiazol-5-ylmethyl)amino)benzoate NC1=C(C=C(C(=O)OC)C=C1NCC1=CN=CS1)OC1CC1